pentadecafluoroundecyl-ammonium FC(C(C(C(C(C(F)(F)[NH3+])(F)F)(F)F)(F)F)(F)F)(CCCCC(F)(F)F)F